3-amino-6-chloro-N-(2-methoxybenzyl)-5-(5-methyl-1H-pyrazol-1-yl)pyrazine-2-carboxamide NC=1C(=NC(=C(N1)N1N=CC=C1C)Cl)C(=O)NCC1=C(C=CC=C1)OC